COC(C1=NC=C(C(=C1)\C=C\C1CC2(CC2)C1)OC)=O (E)-5-methoxy-4-(2-(spiro[2.3]hex-5-yl)vinyl)picolinic acid methyl ester